3-azabicyclo[4.1.0]heptane-6-carboxylate C12CNCCC2(C1)C(=O)[O-]